seleno-xanthone C1=CC=CC=2[Se]C3=CC=CC=C3C(C12)=O